4'-tert-butylbipyridine C(C)(C)(C)C1=CC(=NC=C1)C1=NC=CC=C1